7-[3-(dibenzothiophen-4-yl)biphenyl-3-yl]dibenzo[f,H]quinoxaline C1=CC=C(C=2SC3=C(C21)C=CC=C3)C3(CC(=CC=C3)C3=CC=CC=C3)C3=CC=2C(=C1N=CC=NC1=C1C2C=CC=C1)C=C3